NC1=CC(=C(C=C1C(=O)OC)OC)OCC1CCN(CC1)C Methyl 6-amino-4-(N-methyl-4-piperidinylmethoxy)-3-methoxybenzoate